acryloxynonadecyltribromosilane C(C=C)(=O)OCCCCCCCCCCCCCCCCCCC[Si](Br)(Br)Br